5-(4-(4-(6-amino-4-(trifluoromethyl)pyridin-3-yl)-6-morpholino-1,3,5-triazin-2-yl)piperazin-1-yl)-N-hydroxy-5-oxopentanamide NC1=CC(=C(C=N1)C1=NC(=NC(=N1)N1CCOCC1)N1CCN(CC1)C(CCCC(=O)NO)=O)C(F)(F)F